C1CC2CC(=CC=C2)C1 bicyclo[3.3.1]nonadiene